FC1=C(C(=CC=C1)C)C1CCC(CC1)C1=CC=2C(=NC(=CN2)C)N(C1=O)CC1=NC=CC=C1C(F)(F)F (R)-7-((1r,4r)-4-(2-fluoro-6-methylphenyl)cyclohexyl)-3-methyl-5-((3-(trifluoromethyl)pyridin-2-yl)methyl)pyrido[2,3-b]pyrazin-6(5H)-one